hydroxy-3,5-dimethylbenzaldehyde OC1=C(C=O)C=C(C=C1C)C